tert-butyl 3-[[(2-chloroacetyl) amino] methyl]-3-hydroxy-azetidine-1-carboxylate ClCC(=O)NCC1(CN(C1)C(=O)OC(C)(C)C)O